(±)-trans-3-butyl-3-ethyl-2,3,4,5-tetrahydro-5-phenyl-1,4-benzothiazepine-8-ol 1,1-dioxide C(CCC)[C@]1(CS(C2=C([C@@H](N1)C1=CC=CC=C1)C=CC(=C2)O)(=O)=O)CC |r|